4-bromo-3-(5,7-difluoro-4-oxo-1,4-dihydroquinolin-2-yl)benzonitrile BrC1=C(C=C(C#N)C=C1)C=1NC2=CC(=CC(=C2C(C1)=O)F)F